(S)-6-(4-(1-(2-((6-oxo-5-(trifluoromethyl)-1,6-dihydropyridazin-4-yl)amino)propyl)-1H-pyrrole-3-carbonyl)piperazin-1-yl)nicotinonitrile O=C1C(=C(C=NN1)N[C@H](CN1C=C(C=C1)C(=O)N1CCN(CC1)C1=NC=C(C#N)C=C1)C)C(F)(F)F